ClC1=C(C(=O)O)C=C(C=C1)OC1=NC2=C(N1)C=C(C(=C2F)C2=CC=C(C=C2)C2=CC=C(C=C2)CN2CC(C2)COCCO)F 2-chloro-5-((4,6-difluoro-5-(4'-((3-((2-hydroxyethoxy)methyl)azetidin-1-yl)methyl)-[1,1'-biphenyl]-4-yl)-1H-benzo[d]imidazol-2-yl)oxy)benzoic acid